C[C@@H]([C@H]1CC[C@@H]2[C@@]1(CC[C@H]3[C@H]2CC=C4[C@@]3(CC[C@@H](C4)O)C)C)[C@H](CCC(C)C)O 5-Cholestene-3β,22(R)-diol